C(CCCCC(=O)OCC1CC2C(CC1C)O2)(=O)OCC2CC1C(CC2C)O1 bis[(3,4-epoxy-6-methylcyclohexyl) methyl] adipate